CO[C@H]1[C@@H](CCCCC1)N |r| (±)-trans-2-methoxycycloheptanamine